2-amino-3-methyl-N-((1R)-1-(2-pyrimidinyl)propyl)-N-((5-(trifluoromethyl)-2-pyridinyl)methyl)-6-quinolinecarboxamide NC1=NC2=CC=C(C=C2C=C1C)C(=O)N(CC1=NC=C(C=C1)C(F)(F)F)[C@H](CC)C1=NC=CC=N1